4-methyl-N-prop-2-ynylbenzenesulfonamide CC1=CC=C(C=C1)S(=O)(=O)NCC#C